N-methyl-3-methylsulfanyl-1,2,4-triazine-6-carboxamide CNC(=O)C1=CN=C(N=N1)SC